(9H-fluoren-9-yl)methyl (S)-(5-(2-aminopropanamido)-2-(hydroxymethyl)benzyl)(methyl)carbamate N[C@H](C(=O)NC=1C=CC(=C(CN(C(OCC2C3=CC=CC=C3C=3C=CC=CC23)=O)C)C1)CO)C